FC(CN1N=CC=2C1=NC(=CN2)N2CC1(CN(C1)C(C1=C(C=CC=C1)OC)=O)CC2)F 6-[1-(2,2-difluoroethyl)-1H-pyrazolo[3,4-b]pyrazin-6-yl]-2-(2-methoxybenzoyl)-2,6-diazaspiro[3.4]octane